4-Methoxysalicylic acid potassium salt [K+].COC=1C=C(C(C(=O)[O-])=CC1)O